N-(3-(2-methylphenyloxy)-2-hydroxy-1-propyl)propane-1,2-diamine CC1=C(C=CC=C1)OCC(CNCC(C)N)O